5-iodo-o-veratraldehyde IC=1C=C(C(=C(C=O)C1)OC)OC